ClC=1C=C(C=CC1OCC1=NC(=CC=C1)C#N)NC1=NC(=CC(=N1)C=1C=C(C2=C(N(C(=N2)C)C(C)C)C1)F)C N-(3-chloro-4-((6-cyanopyridin-2-yl)methoxy)phenyl)-6-methyl-4-(4-fluoro-1-isopropyl-2-methyl-1H-benzimidazol-6-yl)pyrimidin-2-amine